2-(2-(Hydroxymethyl)-4-methylphenyl)propan-2-ol OCC1=C(C=CC(=C1)C)C(C)(C)O